BrC1=CC=C(OC2=C(C=CC=C2)F)C=C1 1-(4-bromophenoxy)-2-fluorobenzene